C(C)(C)(C)N1CCN(CC1)C1=CC(=C(C=C1)[N+](=O)[O-])NC1=NC=NC=C1 tert-butyl-4-[4-nitro-3-(pyrimidin-4-ylamino)phenyl]Piperazine